NC=1C=C(C=CC1)S(=O)(=O)C1=CC(=CC=C1)N bis(3-aminophenyl)sulfone